(4aR,6aS)-1,4a,6a-trimethyl-1,3,4,4a,4b,6,6a,8,9,9a,9b,10-dodecahydrospiro[indeno[5,4-f]quinoline-7,2'-[1,3]dioxolane]-2,5-dione CN1C(CC[C@@]2(C3C(CC=C12)C1CCC2(OCCO2)[C@]1(CC3=O)C)C)=O